2-amino-para-chlorophenol NC1=C(C=CC(=C1)Cl)O